5-Hydroxy-6-oxo-pyran-2-carboxylic acid OC1=CC=C(OC1=O)C(=O)O